Cl.N[C@@H](CNC(O)=O)CC1=CC=CC=C1 (R)-2-amino-3-phenylpropylcarbamate hydrochloride